FC=1C(=CC(=NC1)C)C1=CC(=NN1)C(=O)N1C2CC(CC1CC2)C(=O)N[C@@H]2CN([C@H](CC2)C(F)(F)F)C 8-(5-(5-fluoro-2-methylpyridin-4-yl)-1H-pyrazole-3-carbonyl)-N-((3S,6r)-1-methyl-6-(trifluoromethyl)piperidin-3-yl)-8-azabicyclo[3.2.1]octane-3-carboxamide